tert-butyl 4-(4-oxocyclohexyl)butanoate O=C1CCC(CC1)CCCC(=O)OC(C)(C)C